(S)-4-((5-bromo-1,3,4-thiadiazol-2-yl)methyl)-6-(2,2,2-trifluoro-1-phenylethyl)-4,6-diazaspiro[2.4]heptane-5,7-dione BrC1=NN=C(S1)CN1C2(CC2)C(N(C1=O)[C@H](C(F)(F)F)C1=CC=CC=C1)=O